carbamic acid 1,3-dimethyl-3-(t-butylperoxy)butyl-methacrylate CC(CC(C)(OOC(C)(C)C)C)OC(C(=C)C)=O.C(N)(O)=O